(2R,3S)-3-((6-fluoro-2-(2-methoxy-7-methylquinoxalin-5-yl)thiazolo[5,4-b]pyridin-5-yl) oxy)butan-2-yl (2-(2-hydroxyethyl)pyridin-4-yl)carbamate OCCC1=NC=CC(=C1)NC(O[C@H](C)[C@H](C)OC1=C(C=C2C(=N1)SC(=N2)C2=C1N=CC(=NC1=CC(=C2)C)OC)F)=O